ClC1=NC=C(C(=N1)NC1=C(C=CC=C1)[N+](=O)[O-])Cl 2,5-dichloro-N-(2-nitrophenyl)pyrimidin-4-amine